C12C3NC(C3C(C=C1)C2)=O 3-aza-tricyclo[4.2.1.0(2,5)]nonane-7-ene-4-one